C1=CC=NC2=C3C(=C4C(=C12)C1=CC=CC=C1C=C4)C=CC=C3 benzo[H]naphtho[1,2-f]quinoline